NC12CC3(N(C=4N(C(N=C(C4)OCC4=CC(=C(C=C4)OC4=CC(=NC=C4)C(F)(F)F)F)=O)C3)C1)C2 7-Amino-3-((3-fluoro-4-((2-(trifluoromethyl)pyridin-4-yl)oxy)benzyl)oxy)-7,8-dihydro-1H,6H,9H-7,8a-methanopyrrolo[1',2':3,4]imidazo[1,2-c]pyrimidin-1-one